6-[3-(5-fluoro-2-methoxy-4-methylsulfonyl-anilino)prop-1-ynyl]-N-[(3S,4S)-3-methyl-4-piperidyl]-1-(2,2,2-trifluoroethyl)benzimidazole-4-carboxamide FC=1C(=CC(=C(NCC#CC=2C=C(C3=C(N(C=N3)CC(F)(F)F)C2)C(=O)N[C@@H]2[C@H](CNCC2)C)C1)OC)S(=O)(=O)C